2-[(6-chloro-2-methyl-1,2,3,4-tetrahydroisoquinolin-7-yl)amino]-4-[(2-fluoro-6-methylphenyl)amino]pyrimidine-5-carboxamide ClC=1C=C2CCN(CC2=CC1NC1=NC=C(C(=N1)NC1=C(C=CC=C1C)F)C(=O)N)C